3-bromo-6-(2-chloro-5-methylpyrimidin-4-yl)-5,6,7,8-tetrahydro-1,6-naphthyridine BrC=1C=NC=2CCN(CC2C1)C1=NC(=NC=C1C)Cl